CC(C)CP(O)(=O)F.CP(OC(C)C)(F)=O sarin ((RS)-propan-2-yl methylphosphonofluoridate)